C(C1CO1)C(C=1C(=C(C(=C(C1CC1CO1)CC1CO1)N)C)N)CC1CO1 tetraglycidylm-xylenediamine